C(C)OC(=O)C=1N(C=CN1)CC1=CC2=C(N=C(S2)NC(=O)OC(C)(C)C)C=C1.CC1=C(NC(CC)C2=CC=CC=C2)C(=CC=C1)C 2,6-dimethyl-N-(1-phenylpropyl)aniline ethyl-1-((2-((tert-butoxycarbonyl)amino)benzo[d]thiazol-6-yl)methyl)-1H-imidazole-2-carboxylate